C(C)C1=NC=CC(=C1N1C(N=C(C2=C1N=C(C(=C2)F)C2=C(C=CC=C2O)F)N2[C@H](CN(CC2)C(=O)OC(C)(C)C)C)=O)C (3S)-tert-Butyl 4-(1-(2-ethyl-4-methylpyridin-3-yl)-6-fluoro-7-(2-fluoro-6-hydroxyphenyl)-2-oxo-1,2-dihydropyrido[2,3-d]pyrimidin-4-yl)-3-methylpiperazine-1-carboxylate